C(CCCCCCCCC\C=C/CCCCCCCC)(=O)O (Z)-11-Eicosenoic acid